BrC=1C=C2C(=C(N(C2=CC1)CC)C=1C=C(C=NC1[C@H](C)OC)N1CCN(CC1)C(=O)OCC1=CC=CC=C1)CC(CO)(C)C benzyl (S)-4-(5-(5-bromo-1-ethyl-3-(3-hydroxy-2,2-dimethylpropyl)-1H-indol-2-yl)-6-(1-methoxyethyl)pyridin-3-yl)piperazine-1-carboxylate